(±)-1-(3-chlorophenyl)ethyl (5-bromo-3-methylisoxazol-4-yl)carbamate BrC1=C(C(=NO1)C)NC(O[C@H](C)C1=CC(=CC=C1)Cl)=O |r|